bis-(tertiarybutylaminoethoxy)-ethane C(C)(C)(C)NCCOC(C)OCCNC(C)(C)C